CC(C)OC(C(=O)O)CC 2-(PROPAN-2-YLOXY)BUTANOIC ACID